NC1=NC=2C=C(C=CC2C2=C1N=C(N2CC)[C@@H]2CN(CCC2)C(=O)OC(C)(C)C)C2=NNC=C2 tert-Butyl (S)-3-(4-amino-1-ethyl-7-(1H-pyrazol-3-yl)-1H-imidazo[4,5-c]quinolin-2-yl)piperidine-1-carboxylate